C(C)(C)(C)OC(N[C@H](C)C1=C(C=CC(=C1)F)OC(C)CCCNC1=C(C=NC2=CC=C(C=C12)Br)[N+](=O)[O-])=O (R)-1-(2-(5-(6-bromo-3-nitroquinolin-4-ylamino)pent-2-yloxy)-5-fluorophenyl)ethylcarbamic acid tert-butyl ester